2-fluoro-5-(3-oxo-3H-isobenzofuran-1-ylmethylene)benzoic acid FC=1C(C(=O)O)=CC(CC1)=CC1OC(C2=CC=CC=C12)=O